N(=C=O)[C@H]1[C@@H](C1)C1=CC=CC=C1 [(1S,2R)-2-isocyanatocyclopropyl]benzene